FC1(CCN(CC1)C1=NC(=CC(=N1)C1=NN=C(O1)C1=C(C=C(N=N1)NS(=O)(=O)CCO)N1CCC2(CC2)CC1)C)F N-(6-(5-(2-(4,4-Difluoropiperidin-1-yl)-6-methylpyrimidin-4-yl)-1,3,4-oxadiazol-2-yl)-5-(6-azaspiro[2.5]octan-6-yl)pyridazin-3-yl)-2-hydroxyethane-1-sulfonamide